BrC=1C(=C2CCC(C2=CC1)=O)Cl 5-bromo-4-chloro-2,3-dihydro-1H-inden-1-one